C(C1=CC=CC=C1)OC1=CC=C(C=C1)OCCOCCBr 1-(benzyloxy)-4-[2-(2-bromoethoxy)ethoxy]benzene